(1S)-6-chloro-2-[2-methoxy-6-(trifluoromethyl)pyrimidin-4-yl]-1-{[(3S)-oxan-3-yl]methyl}-2,3,4,9-tetrahydro-1H-pyrido[3,4-b]indole ClC=1C=C2C3=C(NC2=CC1)[C@@H](N(CC3)C3=NC(=NC(=C3)C(F)(F)F)OC)C[C@H]3COCCC3